methacrylamidooxyethyl-trimethyl-ammonium C(C(=C)C)(=O)NCC[N+](C)(C)C